9-Cyclopropyl-6,6-dimethyl-3-pentyl-6a,7,8,10a-tetrahydrobenzo[c]chromen-1-ol C1(CC1)C1=CC2C(C(OC=3C=C(C=C(C23)O)CCCCC)(C)C)CC1